FC1(CN(C1)C1=NN(C2=CC=C(C=C12)[N+](=O)[O-])C)F 3-(3,3-Difluoroazetidin-1-yl)-1-methyl-5-nitro-1H-indazole